(E)-3,5-dihydroxyl-4-isopropylstilbene OC=1C=C(C=C(C1C(C)C)O)\C=C\C1=CC=CC=C1